isopropyl citraconate C(\C(\C)=C/C(=O)[O-])(=O)OC(C)C